C(#N)CCOP([O-])N β-cyanoethylphosphoramidite